ClC1=CC=C(CC2C(N(OC2)C2=CC=C(C=C2)C2=CC=NC=C2)=O)C=C1 4-(4-chlorobenzyl)-2-(4-(pyridin-4-yl)phenyl)isoxazolidin-3-one